propyl threuronate O=C[C@@H](O)[C@H](O)C(=O)OCCC